N1=C(C=CC2=CC=CC=C12)C1=NN=C(S1)N 5-(2-quinolinyl)-1,3,4-thiadiazol-2-amine